C(C(O)C)(N)=N (lactamide) imide